C([C@@H](O)CC(=O)[O-])(=O)[O-] (S)-D-malate